FC=1C=CC(=NC1C)NC(C=1NC(=C(N1)C)S(=O)(=N)C)C1=C(C=CC=C1)OC 5-fluoro-N-[(2-methoxyphenyl)-[4-methyl-5-(methylsulfonimidoyl)-1H-imidazol-2-yl]methyl]-6-methylpyridin-2-amine